6-Amino-3-(1',2'-dihydrospiro[cyclobutane-1,3'-pyrrolo[2,3-b]pyridin]-5'-yl)-2-fluoro-N,N-dimethylbenzamide NC1=CC=C(C(=C1C(=O)N(C)C)F)C=1C=C2C(=NC1)NCC21CCC1